4-((3-isopropyl-5-(trifluoromethyl)pyrazolo[1,5-a]pyrimidin-7-yl)amino)piperidine-1-carboxylic acid C(C)(C)C=1C=NN2C1N=C(C=C2NC2CCN(CC2)C(=O)O)C(F)(F)F